5-methoxynaphthalen-2-yl trifluoromethanesulfonate FC(S(=O)(=O)OC1=CC2=CC=CC(=C2C=C1)OC)(F)F